COC1=CC=C(C=C1)NC(=O)CN.Cl 2-amino-N-(4-methoxyphenyl)acetamide hydrochloride